5-methyl-1H-pyrazolo[4,3-c]pyridine-3,6(2H,5H)-dione CN1C=C2C(=CC1=O)NNC2=O